N-(1-(benzo[d]thiazole-2-ylsulfanyl)-2-phenylpropane-2-yl)-4-methoxyaniline S1C(=NC2=C1C=CC=C2)SCC(C)(C2=CC=CC=C2)NC2=CC=C(C=C2)OC